(3S)-3-(5-cyanopyridin-3-yl)isoxazolidine C(#N)C=1C=C(C=NC1)[C@H]1NOCC1